C(C)(=O)OC1=C2C(=CNC2=C(C=C1)C)CCNCC 4-acetoxy-7-methyl-3-(N-ethylaminoethyl)indole